1-((11-((2-Hydroxyoctyl)thio)-6-oxoundecyl)thio)octan-2-yl heptanoate C(CCCCCC)(=O)OC(CSCCCCCC(CCCCCSCC(CCCCCC)O)=O)CCCCCC